(rel)-(1R,2R)-N-(isoquinolin-6-yl)-2-(4-(N-phenylsulfamoyl)phenyl)cyclopropane-1-carboxamide C1=NC=CC2=CC(=CC=C12)NC(=O)[C@H]1[C@@H](C1)C1=CC=C(C=C1)S(NC1=CC=CC=C1)(=O)=O |o1:13,14|